1-[2-methoxy-4-(trifluoromethoxy)phenyl]cyclopropane-1-carboxylic acid COC1=C(C=CC(=C1)OC(F)(F)F)C1(CC1)C(=O)O